2-methyl-4-{[(1R)-1-(4-methylphenyl)ethyl]amino}pyrido[3,4-d]pyrimidin CC=1N=C(C2=C(N1)C=NC=C2)N[C@H](C)C2=CC=C(C=C2)C